FC=1C(=NC=CC1CC=1C=NC=C(C1C)CO)NC(OC(C)(C)C)=O tert-butyl N-(3-fluoro-4-{[5-(hydroxymethyl)-4-methylpyridin-3-yl]methyl}pyridin-2-yl)carbamate